ClC1=C(C=CC(=C1)F)[C@H]1C(=C(NC(=N1)C=1N(C=CN1)C)CN1CC2(CC2)C[C@H]1C(=O)O)C(=O)OC (S)-5-(((R)-6-(2-chloro-4-fluorophenyl)-5-(methoxycarbonyl)-2-(1-methyl-1H-imidazol-2-yl)-3,6-dihydropyrimidin-4-yl)methyl)-5-azaspiro[2.4]heptane-6-carboxylic acid